C([O-])(O)=O BICARBONAT